3-(quinolin-8-yl)cyclobutan-1-ol N1=CC=CC2=CC=CC(=C12)C1CC(C1)O